FC(C1=CC(=NNC1=O)NC12COC(C1)(C2)C(=O)N2CCN(CC2)C2=NC=C(C=N2)C(F)(F)F)(F)F 5-(trifluoromethyl)-3-[[1-[4-[5-(trifluoromethyl)pyrimidin-2-yl]piperazine-1-carbonyl]-2-oxabicyclo[2.1.1]hexan-4-yl]amino]-1H-pyridazin-6-one